quinuclidin-4-yl 2-(3,5-dichlorophenyl)benzo[d]oxazole-6-carboxylate hydrochloride Cl.ClC=1C=C(C=C(C1)Cl)C=1OC2=C(N1)C=CC(=C2)C(=O)OC21CCN(CC2)CC1